4-(2-aminophenyl)-4-oxobutanoic acid ethyl ester C(C)OC(CCC(=O)C1=C(C=CC=C1)N)=O